1,3-Bis(3-glycidyl-oxypropyl) tetramethyldisiloxan tert-butyl 5-[bis(tert-butoxycarbonyl)amino]-4-(4-chlorophenyl)-3-(4-cyanophenyl)pyrazole-1-carboxylate C(C)(C)(C)OC(=O)N(C1=C(C(=NN1C(=O)OC(C)(C)C)C1=CC=C(C=C1)C#N)C1=CC=C(C=C1)Cl)C(=O)OC(C)(C)C.C(C1CO1)OCCC[Si](O[Si](CCCOCC1CO1)(C)C)(C)C